COC1=C(C(=CC=C1)OC)N1C(=NC=2C1=NC(=CN2)NS(=O)(=O)CCC(C)(C)O)C2=NC(=CC=C2)OCC N-(1-(2,6-dimethoxyphenyl)-2-(6-ethoxypyridin-2-yl)-1H-imidazo[4,5-b]pyrazin-6-yl)-3-hydroxy-3-methylbutane-1-sulfonamide